(2S)-2-(4-Fluorophenyl)-N-{4-[3-(4-fluorophenyl)-5,7-dimethyl-4-oxo-4,5-dihydro-1H-pyrrolo[3,2-c]pyridin-2-yl]pyridin-2-yl}propanamid FC1=CC=C(C=C1)[C@@H](C(=O)NC1=NC=CC(=C1)C1=C(C=2C(N(C=C(C2N1)C)C)=O)C1=CC=C(C=C1)F)C